tert-Butyl 4-[(3R)-3-amino-6-cyano-5-fluoro-3,4-dihydro-2H-1-benzopyran-7-yl]piperazine-1-carboxylate N[C@H]1COC2=C(C1)C(=C(C(=C2)N2CCN(CC2)C(=O)OC(C)(C)C)C#N)F